C(C1=CC=CC=C1)N1CC(CC1)NC=1C=C2C=NNC2=CC1 (1-benzyl-pyrrolidin-3-yl)-(1H-indazol-5-yl)amine